C1(CC1)S(=O)(=O)NC=1SC=C(N1)C1(CC1)NC(=O)C1=CC=C2C=CN=CC2=C1 N-(1-(2-(cyclopropanesulfonamido)thiazol-4-yl)cyclopropyl)isoquinoline-7-carboxamide